C1C(CC12CCC2)NC(=O)NC(C)C2=CC(=CC=C2)OC(F)(F)F 1-spiro[3.3]hept-2-yl-3-[1-(3-trifluoromethoxy-phenyl)-ethyl]-urea